BrC=1C=C(CN2N=C(N=C2N)NC2=CC=CC=C2)C=CC1 1-(3-bromobenzyl)-N3-phenyl-1H-1,2,4-triazole-3,5-diamine